tert-butyl N-[[4-[2-[(4-amino-2-methyl-benzoyl)-methyl-amino]ethyl]morpholin-2-yl] methyl]-N-methyl-carbamate NC1=CC(=C(C(=O)N(CCN2CC(OCC2)CN(C(OC(C)(C)C)=O)C)C)C=C1)C